2-(4-aminophenyl)benzimidazole NC1=CC=C(C=C1)C=1NC2=C(N1)C=CC=C2